C(C)C1=C(C=CC=C1)C=1OC2=C(C1)C=CC(=C2)OC 2-(2-ethyl-phenyl)-6-methoxy-benzofuran